6-chloro-3-(4-morpholinyl)-quinoxaline ClC=1C=C2N=C(C=NC2=CC1)N1CCOCC1